[Cl-].[Cl-].C[SiH](C)[Zr+2][SiH](C)C bis-(dimethylsilyl)zirconium dichloride